Isopropyl 5-amino-2-((tert-butoxycarbonyl)amino)-4-phenylhexanoate NC(C(CC(C(=O)OC(C)C)NC(=O)OC(C)(C)C)C1=CC=CC=C1)C